2-({[2-(1H-1,3-Benzodiazol-2-yl)ethyl]amino}methyl)-N-[(3-fluoropyridin-2-yl)methyl]-1,3-thiazole-4-carboxamide trihydrochloride Cl.Cl.Cl.N1C(=NC2=C1C=CC=C2)CCNCC=2SC=C(N2)C(=O)NCC2=NC=CC=C2F